COC(=O)C1=C(C=2C=3N(C=CC2S1)N=C(C3)OCC3=CC=CC=C3)NC[C@@H](C)N (R)-9-((2-aminopropyl)amino)-2-(benzyloxy)pyrazolo[1,5-a]thieno[3,2-c]pyridine-8-carboxylic acid methyl ester